ethyl 5-((tert-butoxycarbonyl)(methyl)amino)-3-(3-(difluoromethyl)phenyl)pentanoate C(C)(C)(C)OC(=O)N(CCC(CC(=O)OCC)C1=CC(=CC=C1)C(F)F)C